3-bromo-7-(((4-methoxyphenyl)diphenylmethoxy)methyl)-2,2-dimethyl-2H-chromen BrC=1C(OC2=CC(=CC=C2C1)COC(C1=CC=CC=C1)(C1=CC=CC=C1)C1=CC=C(C=C1)OC)(C)C